N[C@@]1([C@@H](OCC1)CC)COC1=C(C#N)C(=CC(=C1)C1=CN=C2N1C(=CC=C2)OC)SC 2-(((2s,3r)-3-amino-2-ethyltetrahydrofuran-3-yl)methoxy)-4-(5-methoxyimidazo[1,2-a]pyridin-3-yl)-6-(methylthio)benzonitrile